BrC1=CC(=C(C=C1C=1C(N(C2=CC(=NC=C2C1)NCCOC)CC(F)(F)F)=O)NC(=O)NC1=CC(=CC=C1)F)F 1-(4-bromo-2-fluoro-5-(7-((2-methoxyethyl)amino)-2-oxo-1-(2,2,2-trifluoroethyl)-1,2-dihydro-1,6-naphthyridin-3-yl)phenyl)-3-(3-fluorophenyl)urea